COC=1C=C2C=C(C=NC2=C(C1)C1=CCC(CC1)C(F)(F)F)C(=O)N[C@@H](C)C1=NC=CC=C1 6-methoxy-N-((S)-1-(pyridin-2-yl)ethyl)-8-(4-(trifluoromethyl)cyclohex-1-en-1-yl)quinoline-3-carboxamide